(3,4-difluoro-2-methyl-phenoxy)-3-methyl-2-(trifluoromethyl)pyridin-4-amine FC=1C(=C(OC=2C(=C(C(=NC2)C(F)(F)F)C)N)C=CC1F)C